1-octyl-3-methylimidazolium tetraFluoroborate F[B-](F)(F)F.C(CCCCCCC)N1C=[N+](C=C1)C